(E)-3-(4-(((1-(3-Cyano-4-(4-cyano-3-fluorophenyl)-5-(3-hydroxy-4-methoxyphenyl)pyridin-2-yl)piperidin-4-yl)amino)methyl)-2-fluorophenyl)-N-hydroxyacrylamide formate C(=O)O.C(#N)C=1C(=NC=C(C1C1=CC(=C(C=C1)C#N)F)C1=CC(=C(C=C1)OC)O)N1CCC(CC1)NCC1=CC(=C(C=C1)/C=C/C(=O)NO)F